C(C)(C)(C)C=1C=C(CC(C(=O)OC2CC(N(C(C2)(C)C)C)(C)C)(C(=O)OC2CC(N(C(C2)(C)C)C)(C)C)CCCC)C=C(C1O)C(C)(C)C bis(1,2,2,6,6-pentamethyl-4-piperidyl) (3,5-di-t-butyl-4-hydroxybenzyl)-butylpropanedioate